(8S)-7-(2-(3-acetyl-7-methyl-5-(2-methylpyrimidin-5-yl)-1H-indazol-1-yl)acetyl)-N-(6-bromo-3-methylpyridin-2-yl)-3-cyclohexyl-1-oxa-2,7-diazaspiro[4.4]non-2-ene-8-carboxamide C(C)(=O)C1=NN(C2=C(C=C(C=C12)C=1C=NC(=NC1)C)C)CC(=O)N1CC2(CC(=NO2)C2CCCCC2)C[C@H]1C(=O)NC1=NC(=CC=C1C)Br